(4S,5S)-7-ethyl-4-(4-fluorophenyl)-1-(oxetan-3-yl)-6-oxo-5-[3-(trifluoromethyl)benzamido]-4H,5H-pyrazolo[3,4-b]pyridine-3-carboxylic acid C(C)N1C2=C([C@@H]([C@@H](C1=O)NC(C1=CC(=CC=C1)C(F)(F)F)=O)C1=CC=C(C=C1)F)C(=NN2C2COC2)C(=O)O